ClC=1C=C(C=CC1Cl)C=1CC2=CC=CC=C2C1 2-(3,4-dichlorophenyl)-1H-indene